5-(3-ethoxy-3-oxopropionyl)pyridinecarboxylic acid C(C)OC(CC(=O)C=1C=CC(=NC1)C(=O)O)=O